Cl.C(C)[C@H]1OC2=C(CNC1)C(=CC=C2)F (R)-2-Ethyl-6-fluoro-2,3,4,5-tetrahydrobenzo[f][1,4]oxazepine hydrochloride